C1N(CC12CN(CC2C(=O)OC)C(=O)OCC2=CC=CC=C2)C(=O)OC(C)(C)C 6-benzyl 2-(tert-butyl) 8-methyl 2,6-diazaspiro[3.4]octane-2,6,8-tricarboxylate